azidocystein N(=[N+]=[N-])N[C@@H](CS)C(=O)O